C(N)(OC(CC(C)(C)C)C1=CC(=CC2=CC=CC=C12)C=1C=NN(C1)C)=O tert-butyl(1-(3-(1-methyl-1H-pyrazol-4-yl)naphthalen-1-yl)ethyl) carbamate